[3-carbamimidoyl-2-fluoro-4-(trifluoromethyl)benzyl]isobutyramide formate C(=O)O.C(N)(=N)C=1C(=C(CC(C(=O)N)(C)C)C=CC1C(F)(F)F)F